1-(biphen-4-yl)-2-methyl-2-morpholinopropan-1-one C1(=CC=C(C=C1)C1=CC=CC=C1)C(C(C)(N1CCOCC1)C)=O